C1(CC1)COC=1C=CC(=NC1)C(C(=O)N)(C)C (5-(cyclopropylmethoxy)pyridin-2-yl)-2-methylpropanamide